I(=O)(=O)O.S1C(=CC=C1)C1=CC=C(CN)C=C1 4-(2-thienyl)benzyl-amine iodate